2,4-dihydroxy-3-methylacetophenone CC1=C(C=CC(=C1O)C(=O)C)O